2,8,10-Dodecatrienamide C(C=CCCCCC=CC=CC)(=O)N